NC1=C(C=C(C=N1)C1=CC=C(C=C1)C(=O)N1[C@@H](CCC1)CN1CCCC1)OCC1=C(C(=CC=C1)F)C(F)(F)F {4-[6-amino-5-(3-fluoro-2-trifluoromethyl-benzyloxy)-pyridin-3-yl]-phenyl}-[(2S)-2-pyrrolidin-1-ylmethyl-pyrrolidin-1-yl]-methanone